trans-N-[8-amino-6-[(3S)-3-hydroxy-2-oxo-pyrrolidin-1-yl]-3-isoquinolinyl]-2-cyano-cyclopropanecarboxamide NC=1C=C(C=C2C=C(N=CC12)NC(=O)[C@H]1[C@@H](C1)C#N)N1C([C@H](CC1)O)=O